NC1=NC=CC=C1C(C)NC(=O)C1=CC2=CC=CC(=C2C=C1)OC1=CC=C(C=C1)C(F)(F)F N-(1-(2-aminopyridin-3-yl)ethyl)-5-(4-(trifluoromethyl)phenoxy)-2-naphthamide